Cl[C@@H]1C2C=CC([C@H]1Cl)C2 (+-)-(5R,6R)-5,6-dichloronorbornene